CC1=CC=C(C=C1)S(=O)(=O)OCCC(CCOS(=O)(=O)C1=CC=C(C=C1)C)C1=C(C=C(C=C1)F)OCC1=CC=CC=C1 3-(2-(benzyloxy)-4-fluorophenyl)pentane-1,5-diyl bis(4-methylbenzenesulfonate)